ClC=1C=C(C=CC1)N(C(=O)C=1N=CC=2N(C1)C=CN2)C N-(3-chlorophenyl)-N-methyl-imidazo[1,2-a]pyrazine-6-carboxamide